3,6-difluoropicolinohydrazide FC=1C(=NC(=CC1)F)C(=O)NN